C(C)(C)(C)OC(=O)NCC1=CC(=C(C(=C1)C)NC(=O)C1=CC2=C(OCCC3=C2SC=C3)C=C1C=1C(=NC(=CC1)C(NCCC)=O)C(=O)OC)C(NC(C)C)=O methyl 3-(9-((4-(((tert-butoxycarbonyl)amino)methyl)-2-(isopropylcarbamoyl)-6-methylphenyl)carbamoyl)-4,5-dihydrobenzo[b]thieno[2,3-d]oxepin-8-yl)-6-(propylcarbamoyl)picolinate